C(C1=CC=CC=C1)OC(=O)N[C@@H]([C@H](OC(C)(C)C)C)C(=O)N1[C@@H]([C@H]2C([C@H]2C1)(C)C)C(=O)O (1R,2S,5S)-3-(N-((benzyloxy)carbonyl)-O-tert-butyl-L-threonyl)-6,6-dimethyl-3-azabicyclo[3.1.0]hexane-2-carboxylic acid